(9H-Fluoren-9-yl)methyl (2-(2-hydroxyethoxy)ethyl)(methyl)carbamate OCCOCCN(C(OCC1C2=CC=CC=C2C=2C=CC=CC12)=O)C